S1C(=CC=C1)CN(C(=O)OCOC=1C=CC=NC1)CC=1SC=CC1 5-[bis(thienylmethyl)aminocarbonyloxymethoxy]pyridine